CN1N=NC2=C1C=CC=C2N 1-methyl-1,2,3-benzotriazol-4-amine